(E)-N-(4-(1-(6-(4-(4-((2-(2,6-dioxopiperidin-3-yl)-3-oxoisoindoline-5-yl)ethynyl)benzyl)piperazin-1-yl)pyridazin-3-carbonyl)piperidin-4-yl)butyl)-3-(pyridin-3-yl)acrylamide O=C1NC(CCC1N1CC2=CC=C(C=C2C1=O)C#CC1=CC=C(CN2CCN(CC2)C2=CC=C(N=N2)C(=O)N2CCC(CC2)CCCCNC(\C=C\C=2C=NC=CC2)=O)C=C1)=O